[I-].C[P+](OC1=CC=CC=C1)(OC1=CC=CC=C1)OC1=CC=CC=C1 methyl-triphenoxyphosphonium iodide